F[P-](F)(F)(F)(F)F.C(C)OC1=CC=C2C(=C(C(OC2=C1)=O)[I+]C1=CC=CC=C1)C 7-ethoxy-4-methylcoumarin-3-yl-phenyliodonium hexafluorophosphat